ClC1=C(C=C(N)C=C1)OCC1CC1 4-Chloro-3-(cyclopropylmethoxy)aniline